C1(CCC(=O)OCCCCO1)=O 1-Butylene succinate